O=C1NC(CCC1N1C(C2=CC=CC=C2C1=O)=O)=O 2-(2,6-dioxopiperidin-3-yl)-1,3-dioxo-2,3-dihydro-1H-isoindole